isopropyl 2-(((((2R,3S,4R,5R)-5-(4-aminopyrrolo[2,1-f][1,2,4]triazin-7-yl)-5-cyano-3,4-dihydroxytetrahydrofuran-2-yl) methoxy) (phenoxy) phosphoryl) amino)-2-methylpropanoate NC1=NC=NN2C1=CC=C2[C@]2([C@@H]([C@@H]([C@H](O2)COP(=O)(OC2=CC=CC=C2)NC(C(=O)OC(C)C)(C)C)O)O)C#N